ClC=1C=CC=C2C(C=C(OC12)C1=C(OCCN2C(CCC2)C(=O)O)C=C(C=C1)C(F)(F)F)=O 1-[2-[2-(8-chloro-4-oxo-chromen-2-yl)-5-(trifluoromethyl)phenoxy]ethyl]pyrrolidine-2-carboxylic acid